S1C(=NC2=C1C=CC=C2)NC(=O)C=2C=CC=C1CCN(CC21)C2=CC=C(C(=N2)C(=O)OC(C)(C)C)C2=C(C(=CC=C2)OCCCO[Si](C)(C)C(C)(C)C)C tert-butyl 6-(8-(benzo[d]thiazol-2-ylcarbamoyl)-3,4-dihydroisoquinolin-2(1H)-yl)-3-(3-(3-((tert-butyldimethylsilyl)oxy)propoxy)-2-methylphenyl)picolinate